C(C)(C)(C)OC(=O)N1C[C@@H](N(C[C@H]1C)C=1C=2N(N=C(C1)Cl)C=C(N2)C(=O)OCC)C ethyl 8-((2S,5R)-4-(tert-butoxycarbonyl)-2,5-dimethylpiperazin-1-yl)-6-chloroimidazo[1,2-b]pyridazine-2-carboxylate